[N].NC1=NC=CC=C1 2-aminopyridine nitrogen